3-(4-Cyano-2-methylphenoxy)-N-(3-sulfamoylphenyl)-6-(trifluoromethyl)pyridazine-4-carboxamide C(#N)C1=CC(=C(OC=2N=NC(=CC2C(=O)NC2=CC(=CC=C2)S(N)(=O)=O)C(F)(F)F)C=C1)C